C(CCC)S(=O)(=O)[O-].[Li+] lithium 1-butanesulfonate